N-(3-Chloro-5-(2-(5-methoxythiophen-2-yl)propan-2-yl)phenyl)-5-(2-(methylsulfonyl)propan-2-yl)benzo[b]thiophen-2-carboxamid ClC=1C=C(C=C(C1)C(C)(C)C=1SC(=CC1)OC)NC(=O)C1=CC2=C(S1)C=CC(=C2)C(C)(C)S(=O)(=O)C